ClC1=CC=C(N=N1)CNC(=O)C=1N=NN(C1)C=1C(=NC(=CC1)C)C N-((6-chloropyridazin-3-yl)methyl)-1-(2,6-dimethylpyridin-3-yl)-1H-1,2,3-triazole-4-carboxamide